O[C@]1([C@@H](CCC1)N1C(C(=CC2=C1N=C(N=C2)NC2CCN(CC2)S(=O)(=O)C([2H])([2H])[2H])C([2H])([2H])[2H])=O)C([2H])([2H])[2H] (-)-8-((1R,2R)-2-hydroxy-2-(methyl-d3)cyclopentyl)-6-(methyl-d3)-2-((1-((methyl-d3)sulfonyl)piperidin-4-yl)amino)pyrido[2,3-d]pyrimidin-7(8H)-one